(3-(6-azaspiro[2.5]octan-6-yl)-4,7-dihydropyrano-[3,4-c]pyrazol-1(5H)-yl)(1,4-diazabicyclo[3.2.2]nonan-4-yl)methanone C1CC12CCN(CC2)C=2C1=C(N(N2)C(=O)N2CCN3CCC2CC3)COCC1